NC1=CC(=C(C=C1)NC(=O)[C@@H]1CN(CC1)C(=O)OC(C)(C)C)F tert-butyl (S)-3-((4-amino-2-fluorophenyl)carbamoyl)pyrrolidine-1-carboxylate